N1=CC(=CC=C1)N1CCN(C2=CC=CC=C12)C(CCN1CCCC1)=O 1-(4-(pyridine-3-yl)-3,4-dihydroquinoxalin-1(2H)-yl)-3-(pyrrolidin-1-yl)propan-1-one